C1(CCCCC1)CC(C(=O)O)(C1=CC(=CC=C1)C(C1=CC=CC=C1)=O)C1CCCCC1 dicyclohexyl-2-(3-benzoylphenyl)propionic acid